N-methyl-4-((5-methyl-4-oxo-4,5-dihydrothieno[3,2-c]pyridin-3-yl)amino)pyridazine-3-carboxamide CNC(=O)C=1N=NC=CC1NC1=CSC2=C1C(N(C=C2)C)=O